O1[C@@H](COCC1)CNC(=O)C1=C(C2=C(CCC3=CN(N=C23)C([2H])([2H])C2=CC=CC=C2)O1)C N-[(2R)-1,4-Dioxan-2-ylmethyl]-8-methyl-2-[phenyl(2H2)methyl]-4,5-dihydro-2H-furo[2,3-g]indazol-7-carboxamid